Docosyl ((R)-(((2R,3S,5R)-5-(6-amino-2-fluoro-9H-purin-9-yl)-2-ethynyl-3-hydroxytetrahydrofuran-2-yl)methoxy)(phenoxy)phosphoryl)-L-phenylalaninate NC1=C2N=CN(C2=NC(=N1)F)[C@H]1C[C@@H]([C@@](O1)(C#C)CO[P@@](=O)(OC1=CC=CC=C1)N[C@@H](CC1=CC=CC=C1)C(=O)OCCCCCCCCCCCCCCCCCCCCCC)O